FC1=C(C=C(C=C1)F)[C@@H]1N(CCC1)C1=NC=2N(C=C1)N=CC2C(=O)NC2(CC2)C(=O)O (R)-1-(5-(2-(2,5-difluorophenyl)pyrrolidin-1-yl)pyrazolo[1,5-a]pyrimidine-3-carboxamido)-cyclopropanecarboxylic acid